2-((5R)-5-ethyl-1-(imidazo[4,5-d]pyrrolo[2,3-b]pyridine-1(6H)-yl)pyrrolidine-3-yl)acetonitrile C(C)[C@@H]1CC(CN1N1C=NC=2C1=C1C(=NC2)NC=C1)CC#N